(rac)-5-bromo-3-{[1-cyclohexylethyl]sulfanyl}pyridin-2-amine BrC=1C=C(C(=NC1)N)S[C@H](C)C1CCCCC1 |r|